C(N)(=O)[C@@H]1C[C@@]2(CN1C(=O)O)C(NC1=CC=CC=C12)=O (3R,5'S)-5'-carbamoyl-2-oxospiro[indoline-3,3'-pyrrolidine]-1'-carboxylic acid